N1C(=NC2=C1C=CC=C2)C=2N=CN1C2C=NC(=C1)C=1C(=C(C=CC1F)NS(=O)(=O)C=1C(=NC=C(C1)F)C)F N-[3-[1-(1H-1,3-benzodiazol-2-yl)imidazo[1,5-a]pyrazin-6-yl]-2,4-difluorophenyl]-5-fluoro-2-methylpyridine-3-sulfonamide